C(C)C1=CC=C(S1)NC(=O)C1C(=NN(C1=O)C1=CC=CC=C1)C N-(5-ethylthiophen-2-yl)-3-methyl-5-oxo-1-phenyl-4,5-dihydro-1H-pyrazole-4-carboxamide